C1(CC1)[C@H]1[C@H](NC([C@@H]1F)=O)COC1=NC=CC2=CC(=C(C=C12)OC)C(=O)N 1-{[(2S,3S,4R)-3-cyclopropyl-4-fluoro-5-oxopyrrolidin-2-yl]methoxy}-7-methoxyisoquinoline-6-carboxamide